2-(1-(5,7-difluoro-3-(1-methyl-1H-pyrazol-4-yl)quinolin-6-yl)ethyl)isoindoline-1,3-dione FC1=C2C=C(C=NC2=CC(=C1C(C)N1C(C2=CC=CC=C2C1=O)=O)F)C=1C=NN(C1)C